(4-amino-1,3-dihydrofuro[3,4-c]quinolin-8-yl)-[(3S)-3-(6-methyl-3-pyridinyl)morpholin-4-yl]methanone NC1=NC=2C=CC(=CC2C2=C1COC2)C(=O)N2[C@H](COCC2)C=2C=NC(=CC2)C